C(C)(C)(C)N(C(O)=O)CCCCCCCCNC=1C=C2C(N(C(C2=CC1)=O)C1C(NC(CC1)=O)=O)=O.S1C(=CC=C1)C1=NC=CC=C1 (2-thienyl)pyridine tert-Butyl-(8-((2-(2,6-dioxopiperidin-3-yl)-1,3-dioxoisoindolin-5-yl)amino)octyl)carbamate